[3H-].[Ti+3].[3H-].[3H-] titanium (III) tritide